methyl 4-(5-(3-fluoro-5-(imidazo[1,2-a]pyridine-3-carboxamido)-4-methylphenyl)-1,2,4-oxadiazol-3-yl)-3-methylpiperazine-1-carboxylate FC=1C=C(C=C(C1C)NC(=O)C1=CN=C2N1C=CC=C2)C2=NC(=NO2)N2C(CN(CC2)C(=O)OC)C